ClC1=C(C(=NC=C1)OC)C[C@]1(C[C@@H](N(C1)C(=O)OC(C)(C)C)C)O tert-Butyl (2S,4R)-4-((4-chloro-2-methoxypyridin-3-yl)methyl)-4-hydroxy-2-methylpyrrolidine-1-carboxylate